C(C)(C)(C)OC(=O)N1CC(C1)C1=CC=C(C=C1)N(C1=CC=CC=C1)CC1CC1 3-[4-[N-(cyclopropylmethyl)anilino]phenyl]azetidine-1-carboxylic acid tert-butyl ester